4-[3-acetyl-5-(hydroxymethyl)-2-methyl-1H-pyrrol-1-yl]benzonitrile C(C)(=O)C1=C(N(C(=C1)CO)C1=CC=C(C#N)C=C1)C